FC1(C(C1)C1=C(C=CC=C1)C(=O)N1C[C@@]2(CC1)C=C(C(C(C2)(C)C)=O)C#N)F (5S)-2-[2-(2,2-difluorocyclopropyl)benzene-1-carbonyl]-9,9-dimethyl-8-oxo-2-azaspiro[4.5]dec-6-ene-7-carbonitrile